phenanthren-3-yl 4-morpholinylpiperidine-1-carboxylate N1(CCOCC1)C1CCN(CC1)C(=O)OC=1C=CC=2C=CC3=CC=CC=C3C2C1